(S)-5-((1-benzyl-pyrrolidin-3-yl)(methyl)amino)-6-methyl-N-(thiazol-4-yl)pyridine-2-sulfonamide formate salt C(=O)O.C(C1=CC=CC=C1)N1C[C@H](CC1)N(C=1C=CC(=NC1C)S(=O)(=O)NC=1N=CSC1)C